[Na+].P(=O)([O-])([O-])[O-].[Na+].[Na+] orthophosphate sodium salt